(2R,3S)-N-(2-(diethylamino)-4-((4-(trifluoromethyl)benzyl)amino)phenyl)-2,3-difluoroheptanamide C(C)N(C1=C(C=CC(=C1)NCC1=CC=C(C=C1)C(F)(F)F)NC([C@H]([C@H](CCCC)F)F)=O)CC